C[Si](O[Si](C)(C)C)(CCCCCCN)C 6-pentamethyldisiloxane-yl-hexylamine